4-(6-((2-fluoro-4-(oxetan-3-yl)benzyl)oxy)pyridin-2-yl)piperidine-1-carboxylic acid tert-butyl ester C(C)(C)(C)OC(=O)N1CCC(CC1)C1=NC(=CC=C1)OCC1=C(C=C(C=C1)C1COC1)F